(2S,4R)-4-fluoro-N-(6-methylpyridin-2-yl)pyrrolidine-2-carboxamide F[C@@H]1C[C@H](NC1)C(=O)NC1=NC(=CC=C1)C